CCCCOC(=O)CCC n-Butyl n-Butyrate